(Ra)-6-(1-((6-Bromonaphthalin-2-yl)methyl)-4-fluoro-1H-indol-7-carboxamido)spiro[3.3]-heptan BrC=1C=C2C=CC(=CC2=CC1)CN1C=CC2=C(C=CC(=C12)C(=O)NC1CC2(CCC2)C1)F